2,8,9-trimethyl-7-(3-(1-(2,2,2-trifluoroethyl)-1H-pyrazol-4-yl)-7,8-dihydro-1,6-naphthyridin-6(5H)-yl)-4H-pyrimido[1,2-b]pyridazin-4-one CC=1N=C2N(N=C(C(=C2C)C)N2CC=3C=C(C=NC3CC2)C=2C=NN(C2)CC(F)(F)F)C(C1)=O